2-[(2S,4R)-4-fluoro-2-{[(S)-phenyl[5-(propan-2-yl)pyridin-2-yl] methyl]carbamoyl} pyrrolidin-1-yl]-2-oxoethyl N,N-dimethylcarbamate CN(C(OCC(=O)N1[C@@H](C[C@H](C1)F)C(N[C@H](C1=NC=C(C=C1)C(C)C)C1=CC=CC=C1)=O)=O)C